(R)-(-)-alpha-methoxyphenylacetic acid CO[C@H](C1=CC=CC=C1)C(=O)O